2-(4-(methoxycarbonyl)-1H-indol-1-yl)bicyclo[1.1.1]Pentane-1,3-dicarboxylic acid dimethyl ester COC(=O)C12C(C(C1)(C2)C(=O)OC)N2C=CC1=C(C=CC=C21)C(=O)OC